C(C)(C)(C)OC(=O)N(C1=CC=C(C(=O)OC)C=C1)[C@@H]1C[C@@H](N(C2=CC=CC=C12)C(CC)=O)C Methyl 4-((tert-butoxycarbonyl)((2S,4R)-2-methyl-1-propionyl-1,2,3,4-tetrahydroquinolin-4-yl)amino)benzoate